C(OC(CC)Cl)(=O)Cl 1-Chloropropyl carbonochloridate